FC(N1CCCCC1)(F)F N-trifluoromethylpiperidine